((((2R,3S,4R,5R)-5-(6-chloro-4-((cyclobutylmethyl)amino)-1H-pyrazolo[3,4-d]pyrimidin-1-yl)-3,4-dihydroxytetrahydrofuran-2-yl)methoxy)methyl)phosphonic acid ClC1=NC(=C2C(=N1)N(N=C2)[C@H]2[C@@H]([C@@H]([C@H](O2)COCP(O)(O)=O)O)O)NCC2CCC2